tert-butyl (3-bromo-6-chloro-2-methoxypyridin-4-yl)carbamate BrC=1C(=NC(=CC1NC(OC(C)(C)C)=O)Cl)OC